C(C)(C)(C)C1=C(C(=CC(=C1)C(C)(C)C)CC)O 2,4-di-tertiarybutyl-6-ethyl-phenol